FC(C1=CC(=NN1CCNC)C1=NC(=NO1)C1(CC1)C1=C(C=CC=C1)C)F 2-(5-(difluoromethyl)-3-(3-(1-(o-tolyl)cyclopropyl)-1,2,4-oxadiazol-5-yl)-1H-pyrazol-1-yl)-N-methylethan-1-amine